3-((6-(tert-butylsulfonyl)imidazo[1,2-a]pyridin-7-yl)oxy)propan-1-ol C(C)(C)(C)S(=O)(=O)C=1C(=CC=2N(C1)C=CN2)OCCCO